ClC=1C=2N(C=C(C1)C1=C(C3=C(N(N=C3C=C1)COCC[Si](C)(C)C)C(N)=O)OC(=O)N1CCNCC1)C=C(N2)C {8-chloro-2-methylimidazo[1,2-a]pyridine-6-yl (carbamoyl)-2-{[2-(trimethylsilyl)ethoxy]methyl}indazol-4-yl}piperazine-1-carboxylate